NCC(CN1N=NN(C1=O)C1=NC(=CC=C1C)C1=CC=C(C=C1)S(=O)(=O)C)=C(F)F 1-[2-(aminomethyl)-3,3-difluoro-allyl]-4-[3-methyl-6-(4-methylsulfonylphenyl)-2-pyridyl]tetrazol-5-one